(R)-3''-chloro-4''-((3,5-difluoropyridin-2-yl)methoxy-d2)-3-(2-hydroxypropan-2-yl)-5',6''-dimethyl-2H,2''H-[1,2':4',1''-terpyridin]-2,2''-dione ClC=1C(N(C(=CC1OC([2H])([2H])C1=NC=C(C=C1F)F)C)C1=CC(=NC=C1C)N1C(C(=CC=C1)C(C)(C)O)=O)=O